11-chloro-9-fluoro-7-(((2R,7aS)-2-fluorotetrahydro-1H-pyrrolizin-7a(5H)-yl) methoxy)-1,3,4,13,14,14a-hexahydro-2H-pyrazino[1',2':5,6][1,5]oxazocino[4,3,2-de]Quinazoline-2-carboxylate ClC1=C2C3=C(N=C(N=C3C(=C1)F)OC[C@]13CCCN3C[C@@H](C1)F)N1C(CCO2)CN(CC1)C(=O)[O-]